N1,N4-bis(4-(pyridin-4-ylamino)phenyl)-2-(trifluoromethyl)terephthalamide N1=CC=C(C=C1)NC1=CC=C(C=C1)NC(C1=C(C=C(C(=O)NC2=CC=C(C=C2)NC2=CC=NC=C2)C=C1)C(F)(F)F)=O